FC=1C=C(C=CC1OC(F)(F)F)CN [3-fluoro-4-(trifluoromethoxy)phenyl]methanamine